The molecule is a polycyclic cage that is the methyl ester derivative of platensimycin A1. It is isolated from Streptomyces platensis. It has a role as a bacterial metabolite. It is a cyclic ether, a cyclic ketone, a polycyclic cage, a secondary alcohol, a member of resorcinols, an aromatic amide, a methyl ester and a secondary carboxamide. It derives from a platensimycin A1. C[C@@]1([C@@H]2[C@@H]3C[C@@H]4C[C@@]2(C=CC1=O)[C@H]([C@@]4(O3)C)O)CCC(=O)NC5=C(C=CC(=C5O)C(=O)OC)O